ONC(\C=C\C1=CC=C(C=C1)S(=O)(=O)N1C=CC2=CC(=CC=C12)OC)=O (E)-N-Hydroxy-3-(4-((5-methoxy-1H-indol-1-yl)sulfonyl)phenyl)acrylamide